4-((2-propylheptyl)oxy)butan-1-ol C(CC)C(COCCCCO)CCCCC